((5S)-5-ethyl-2-(naphthalen-2-yl)-2-(trifluoromethyl)pyrrolidin-1-yl)(phenyl)methanone C(C)[C@H]1CCC(N1C(=O)C1=CC=CC=C1)(C(F)(F)F)C1=CC2=CC=CC=C2C=C1